FC=1C=C(C=CC1)C1=NOC(=N1)C(C)NC(=O)C1=CC2=C(OCCO2)C=C1 N-[1-[3-(3-fluorophenyl)-1,2,4-oxadiazol-5-yl]ethyl]-2,3-dihydro-1,4-benzodioxine-6-carboxamide